4-(difluoromethyl)-N-((S)-4-methyl-1-oxo-1-(((S)-3-oxo-1-((S)-2-oxopyrrolidin-3-yl)-4-(trifluoromethoxy)butan-2-yl)amino)pentan-2-yl)-2-oxabicyclo[2.1.1]hexane-1-carboxamide FC(C12COC(C1)(C2)C(=O)N[C@H](C(N[C@@H](C[C@H]2C(NCC2)=O)C(COC(F)(F)F)=O)=O)CC(C)C)F